tert-butyl (3-(4-formylbenzamido)phenyl)carbamate C(=O)C1=CC=C(C(=O)NC=2C=C(C=CC2)NC(OC(C)(C)C)=O)C=C1